COC=1C=C(C=CC1OC)N1CCNCC1 4-(3,4-dimethoxyphenyl)piperazine